OCCCCCCCCCCCOC=1C=C(C(=O)OC)C=CC1OCCCCCCCCCCCO methyl 3,4-bis((11-hydroxyundecyl)oxy)benzoate